6-fluoro-2-methyl-2H-benzo[b][1,4]oxazin-3(4H)-one FC1=CC2=C(OC(C(N2)=O)C)C=C1